1-[[2-(3,3-difluoro-cyclobutyl)oxypyridin-4-yl]methyl]-3-[(1r,3r)-3-(trifluoromethyl)cyclobutyl]urea FC1(CC(C1)OC1=NC=CC(=C1)CNC(=O)NC1CC(C1)C(F)(F)F)F